lithium (1-phenylindenide) C1(=CC=CC=C1)[C-]1C=CC2=CC=CC=C12.[Li+]